5-oxo-5H-[1,6]Naphthyridine-6,7-dicarboxylic acid 6-tert-butyl ester 7-methyl ester COC(=O)C=1N(C(C=2C=CC=NC2C1)=O)C(=O)OC(C)(C)C